N,N'-(toluene-2,6-diyl)bismaleimide CC1=C(C=CC=C1N1C(C=CC1=O)=O)N1C(C=CC1=O)=O